(R)-5-((2-n-butyl-1,4-diazepan-1-yl)sulfonyl)isoquinolin-1-ol C(CCC)[C@H]1N(CCCNC1)S(=O)(=O)C1=C2C=CN=C(C2=CC=C1)O